2-BROMO-6-CHLORO-4-(TRIFLUOROMETHYL)-PHENYLISOCYANIDE BrC1=C(C(=CC(=C1)C(F)(F)F)Cl)[N+]#[C-]